4-chloro-8-(piperidin-4-yl)-2-(trifluoromethyl)chromeno[7,8-d]imidazol-6(3H)-one ClC1=CC=2C(C=C(OC2C2=C1NC(=N2)C(F)(F)F)C2CCNCC2)=O